C(#N)C1=CC(=CS1)B(O)O 5-CYANOTHIOPHEN-3-YLBORONIC ACID